tert-butyl 3-[(4-bromophenyl)methyl]-3-fluoro-pyrrolidine-1-carboxylate BrC1=CC=C(C=C1)CC1(CN(CC1)C(=O)OC(C)(C)C)F